6,6'-dimethyl-[5,5'-biisobenzofuran]-1,1',3,3'-tetraone CC1=C(C=C2C(OC(C2=C1)=O)=O)C=1C=C2C(OC(C2=CC1C)=O)=O